C(C)(C)(C)C1=CC2=C(OP(OC3=C2C=C(C=C3C(C)(C)C)C(C)(C)C)OCCCC3=CC(=C(C(=C3)C(C)(C)C)O)C)C(=C1)C(C)(C)C 2,4,8,10-tetra-tert-butyl-6-[3-(3-methyl-4-hydroxy-5-tert-butylphenyl)propoxy]dibenzo[d,f](1,3,2)dioxaphosphepin